CN1CC(C1)OC1=NC=CC=C1C=1C=NN2C1N=C(C=C2)N2CCN(CC2)C(=O)OC(C)(C)C tert-butyl 4-(3-(2-((1-methylazetidin-3-yl)oxy)pyridin-3-yl)pyrazolo[1,5-a]pyrimidin-5-yl)piperazine-1-carboxylate